(S)-Benzyl 2-((Tert-Butoxycarbonyl)Amino)-3-(4-Hydroxyphenyl)Propanoate C(C)(C)(C)OC(=O)N[C@H](C(=O)OCC1=CC=CC=C1)CC1=CC=C(C=C1)O